N-(benzo[d]thiazol-2-yl)-1,2,3,4-tetrahydroquinoline-6-carboxamide S1C(=NC2=C1C=CC=C2)NC(=O)C=2C=C1CCCNC1=CC2